O=C1CC2N(C(C1)C2)C(=O)C2=C(C(=CC(=C2)C2CC2)[N+](=O)[O-])N[C@H]2[C@H](CCCC2)NC(=O)C2=CC(NC1=CC=CC=C21)=O N-((1S,2R)-2-((2-(3-oxo-6-azabicyclo[3.1.1]heptane-6-carbonyl)-4-cyclopropyl-6-nitrophenyl)amino)cyclohexyl)-2-oxo-1,2-dihydroquinoline-4-carboxamide